N-(2-(4,4-difluorocyclohexyl)-4-(2,5-difluorophenyl)pyridin-3-yl)-2-methoxy-7-azaspiro[3.5]nonane-7-carboxamide FC1(CCC(CC1)C1=NC=CC(=C1NC(=O)N1CCC2(CC(C2)OC)CC1)C1=C(C=CC(=C1)F)F)F